NC1C(C2=CN(N=C2CC1)C1=C(C=C(C#N)C=C1)OC1=NC(=NC(=C1)C1=CC=CC=C1)C)O 4-(5-amino-4-hydroxy-4,5,6,7-tetrahydroindazol-2-yl)-3-(2-methyl-6-phenylpyrimidin-4-yl)oxybenzonitrile